3,5-dioxohexanethioate O=C(CC([O-])=S)CC(C)=O